3-(6-Formyl-7-hydroxy-2,2,4-trimethyl-1-quinolyl)propan-1-sulfonat C(=O)C=1C=C2C(=CC(N(C2=CC1O)CCCS(=O)(=O)[O-])(C)C)C